COC1=NC=C(C(=N1)OC)C=1C=C(C=2N(N1)C=CN2)N2CC(C2)F 1-(6-(2,4-dimethoxypyrimidin-5-yl)imidazo[1,2-b]pyridazin-8-yl)-3-fluoroazetidin